The molecule is a 19-membered cyclodepsipeptide isolated from the marine cyanobacterium Oscillatoria sp. It exhibits significant inhibitory activity against the enzyme chymotrypsin (EC 3.4.21.1). It has a role as a metabolite and an EC 3.4.21.1 (chymotrypsin) inhibitor. It is a macrocycle, an organobromine compound and a cyclodepsipeptide. It derives from a D-glyceric acid. C[C@@H]1[C@@H](C(=O)N[C@H](C(=O)N[C@H]2CC[C@H](N(C2=O)[C@H](C(=O)N([C@H](C(=O)N[C@H](C(=O)O1)C(C)C)CC3=CC(=C(C=C3)O)Br)C)[C@H](C)O)O)CC(C)C)NC(=O)[C@H](C(C)C)NC(=O)[C@H](C)NC(=O)[C@H](CCCC4=CC=C(C=C4)O)NC(=O)[C@@H](CO)O